(E)-4-(dimethylamino)-1,1-dimethoxy-but-3-en-2-one CN(/C=C/C(C(OC)OC)=O)C